FC(N1C(C(=CC=C1)NC(=O)C=1C(=CC=2N(C1)C=C(N2)C21COC(C2)(C1)C)OCCF)=O)F N-(1-(difluoromethyl)-2-oxo-1,2-dihydropyridin-3-yl)-7-(2-fluoroethoxy)-2-(1-methyl-2-oxabicyclo[2.1.1]hexan-4-yl)imidazo[1,2-a]pyridine-6-carboxamide